N-(piperidin-4-yl)-5-(trifluoromethyl)-4-(1-((2-(trimethylsilyl)ethoxy)methyl)-1H-indazol-3-yl)pyridin-2-amine N1CCC(CC1)NC1=NC=C(C(=C1)C1=NN(C2=CC=CC=C12)COCC[Si](C)(C)C)C(F)(F)F